(Z)-N-hydroxy-6-(4-(4-methoxybenzylidene)-2,5-dioxoimidazolidin-1-yl)hexanamide ONC(CCCCCN1C(N\C(\C1=O)=C/C1=CC=C(C=C1)OC)=O)=O